C(CCC#C)(=O)OC(C)(C)C tert-butyl pent-4-ynoate